trans-4-(2-(5-(2,3-dichlorophenyl)-2,5-diazabicyclo[4.2.0]octane-2-yl)ethyl)cyclohexane-1-amine ClC1=C(C=CC=C1Cl)N1CCN(C2CCC12)CC[C@@H]1CC[C@H](CC1)N